2-(Boc)-1-((benzyloxy)methyl)-2-azabicyclo[2.1.1]Hexane-4-carboxylic acid methyl ester COC(=O)C12CN(C(C1)(C2)COCC2=CC=CC=C2)C(=O)OC(C)(C)C